CC(C(=O)NCC=1C=CC(=C(C(=O)NC2=C3C=NN(C3=CC=C2)C(C)C)C1)C(F)(F)F)(C)C 5-{[(2,2-dimethylpropionyl)amino]methyl}-N-[1-(propan-2-yl)-1H-indazol-4-yl]-2-(trifluoromethyl)benzamide